ClC1=CC=C(CN2C=CC3=CC=CC=C23)C=C1 1-(4-chlorobenzyl)-1H-indol